BrC=1C=C(C=CC1)NC([C@H](C1=CC=C(C=C1)C=1N=NN(N1)C)[C@@H]1CC(CC1)(F)F)=O (S)-N-(3-Bromophenyl)-2-((S)-3,3-difluorocyclopentyl)-2-(4-(2-methyl-2H-tetrazol-5-yl)phenyl)acetamide